C(C)(=O)C1=CC(=C(C#N)C=C1)F 4-acetyl-2-fluorobenzonitrile